7-Methoxy-3,7-dimethyl-octan-1-al COC(CCCC(CC=O)C)(C)C